FC1=C(N(N=C1)C)C(=O)O 4-fluoro-2-methyl-pyrazole-3-carboxylic acid